tert-butyl (21-oxo-21-((4-((4-(1-propyl-1H-pyrazol-4-yl)-7-tosyl-7H-pyrrolo[2,3-d]pyrimidin-2-yl)amino)phenyl)amino)-3,6,9,12,15,18-hexaoxahenicosyl)carbamate O=C(CCOCCOCCOCCOCCOCCOCCNC(OC(C)(C)C)=O)NC1=CC=C(C=C1)NC=1N=C(C2=C(N1)N(C=C2)S(=O)(=O)C2=CC=C(C)C=C2)C=2C=NN(C2)CCC